COC(=O)C1=C(C=2C(=NC(=CC2)CC2=C(C=CC=C2)F)N1C)Br 3-bromo-6-(2-fluorobenzyl)-1-methyl-1H-pyrrolo[2,3-b]pyridine-2-carboxylic acid methyl ester